ortho-(methylphenyl-phosphino)benzoic acid CP(C1=C(C(=O)O)C=CC=C1)C1=CC=CC=C1